tert-butyl [(1R)-2-({(5R)-8-chloro-1-[trans-4-(pyridin-2-yloxy)cyclohexyl]-5,6-dihydro-4H-[1,2,4]triazolo[4,3-a][1]benzazepin-5-yl}amino)-2-oxo-1-phenylethyl]carbamate ClC=1C=CC2=C(C[C@H](CC=3N2C(=NN3)[C@@H]3CC[C@H](CC3)OC3=NC=CC=C3)NC([C@@H](C3=CC=CC=C3)NC(OC(C)(C)C)=O)=O)C1